2,4,6-trimethyldibenzothiophene CC1=CC2=C(SC3=C2C=CC=C3C)C(=C1)C